CC=1SC=C2C1CCC(C2)(C)N(C(OC(C)(C)C)=O)C tert-butyl N-(1,5-dimethyl-6,7-dihydro-4H-2-benzothiophen-5-yl)-N-methyl-carbamate